ClC=1N=C(SC1)C=1N=NN(C1)[C@@H]1[C@H]([C@@H](SC=2C=C(C(=NC2)C#N)Br)O[C@@H]([C@@H]1O)CO)OC 3-Bromo-2-cyanopyridin-5-yl 3-[4-(4-chlorothiazol-2-yl)-1H-1,2,3-triazol-1-yl]-3-deoxy-2-O-methyl-1-thio-α-D-galactopyranoside